C(CCC(=O)O)(=O)O.C(CCC(=O)O)(=O)O.ClC=1C=CC(=C(CN2C[C@@H](CC2)CN)C1)OCCC (S)-(1-(5-chloro-2-propoxybenzyl)pyrrolidin-3-yl)methanamine disuccinate